C[Si]1(N(CCC1)CC=C)C 2,2-dimethyl-N-allyl-1-aza-2-silacyclopentane